FC=1C(=C(C=C(C1)C(C)C)[C@@H](C(=O)O)N1C[C@@H](CC1)N(CCCCCC[C@H]1NC2=NC=CC=C2CC1)C)OC (S)-2-(3-fluoro-5-isopropyl-2-methoxyphenyl)-2-((R)-3-(methyl(6-((R)-1,2,3,4-tetrahydro-1,8-naphthyridin-2-yl)hexyl)amino)pyrrolidin-1-yl)acetic acid